BrC1=NN(N=C1Br)C1CC1 4,5-dibromo-2-cyclopropyl-2H-1,2,3-triazole